N-(2-bromo-3-(3,6-di-tert-butyl-9H-carbazol-9-yl)phenyl)-N-(naphthalen-2-yl)naphthalen-2-amine BrC1=C(C=CC=C1N1C2=CC=C(C=C2C=2C=C(C=CC12)C(C)(C)C)C(C)(C)C)N(C1=CC2=CC=CC=C2C=C1)C1=CC2=CC=CC=C2C=C1